(±)-4-(2-Oxo-2,3-dihydro-benzoimidazol-1-yl)-piperidine-1-carboxylic acid [2-[1,4']bipiperidinyl-1'-yl-1-(1H-indol-5-ylmethyl)-2-oxo-ethyl]-amide N1(CCCCC1)C1CCN(CC1)C([C@@H](CC=1C=C2C=CNC2=CC1)NC(=O)N1CCC(CC1)N1C(NC2=C1C=CC=C2)=O)=O |r|